CC1=C(OC=2C=C(C=C(C2C1=O)O)O)C1=CC=C(O)C=C1 methyl-apigenin